C1=C2C=C3N(C(C2=CC=C1)=O)CC1=CC=CC=C13 isoindolo[2,1-b]isoquinolin-5(7H)-one